ClCC=1SC(=CC1)[N+](=O)[O-] 2-(chloromethyl)-5-nitrothiophene